C(C)C(COP(OCC(CCCC)CC)(=O)C(CC)NCC(CCCC)CC)CCCC 1-(2-ethylhexyl-amino)n-propyl-phosphonic acid di(2-ethylhexyl) ester